2,4,5,6-tetrahydropyrrolo[3,4-c]pyrazole TFA salt OC(=O)C(F)(F)F.N=1NC=C2C1CNC2